8-(benzo[d]oxazol-2-yl)-3-(2-(trifluoromethoxy)ethyl)imidazo[5,1-d][1,2,3,5]tetrazin-4(3H)-one O1C(=NC2=C1C=CC=C2)C=2N=CN1C2N=NN(C1=O)CCOC(F)(F)F